CC1=CC(=NN1C1=CC=C(C=C1)OC(F)(F)F)N1CCC2(CN(C2)C2CCOCC2)CC1 7-[5-methyl-1-[4-(trifluoromethoxy)phenyl]pyrazol-3-yl]-2-tetrahydropyran-4-yl-2,7-diazaspiro[3.5]nonane